ethyl 1-methyl-2,4-dioxo-1,2,3,4-tetrahydroquinoline-3-carboxylate CN1C(C(C(C2=CC=CC=C12)=O)C(=O)OCC)=O